C(C)(SCCOCCOCCOC)=O S-(2-(2-(2-Methoxyethoxy)ethoxy)ethyl) ethanethioate